1-(3-(3,9-diazaspiro[5.5]undecan-3-yl)benzyl)-3-(4-methoxybenzyl)dihydropyrimidine-2,4(1H,3H)-dione C1CN(CCC12CCNCC2)C=2C=C(CN1C(N(C(CC1)=O)CC1=CC=C(C=C1)OC)=O)C=CC2